Hydroxypropylgluconamid OCCC[C@@](C(=O)N)(O)[C@@H](O)[C@H](O)[C@H](O)CO